(1S,2S,3S,6R)-4-((difluoromethoxy)methyl)-6-((2-(furan-2-yl)ethyl)amino)cyclohex-4-ene-1,2,3-triol FC(OCC=1[C@@H]([C@@H]([C@H]([C@@H](C1)NCCC=1OC=CC1)O)O)O)F